isopropylphosphate C(C)(C)OP(=O)([O-])[O-]